NCCCCCC(=O)OCCCCCC hexyl ε-aminocaproate